ClC1=C(C(=O)N(C)C)C=CC(=C1)OCC[C@H](CC1CCN(CC1)C([C@@](C(F)(F)F)(C1=CC(=CC=C1)OC)O)=O)C |o1:15,24| 2-chloro-N,N-dimethyl-4-((S or R)-3-methyl-4-(1-((R or S)-3,3,3-trifluoro-2-hydroxy-2-(3-methoxyphenyl)propanoyl)piperidin-4-yl)butoxy)benzamide